7-ethyl-5-fluoro-2-(((3R,4R)-3-fluoro-1-(methylsulfonyl)piperidin-4-yl)amino)pyrrolo[2,1-f][1,2,4]triazine-6-carbonitrile C(C)C1=C(C(=C2C=NC(=NN21)N[C@H]2[C@@H](CN(CC2)S(=O)(=O)C)F)F)C#N